C(C(=O)O)(=O)O.C1NCC12CCS(CC2)(=O)=O 7-thia-2-azaspiro[3.5]nonane 7,7-dioxide monooxalate